FC=1C=2N(C=C(C1)C1=NC(=NC=C1F)N[C@H]1[C@@H](COCC1)O)C(=C(N2)C(C)C)C(C(C)C)=O 1-(8-fluoro-6-(5-fluoro-2-(((3S,4R)-3-hydroxytetrahydro-2H-pyran-4-yl)amino)pyrimidin-4-yl)-2-isopropylimidazo[1,2-a]pyridin-3-yl)-2-methylpropan-1-one